dodecaynediol C(C#CCCCCCCCCC)(O)O